COP(O)(=O)CC=C allyl-phosphonic acid monomethylester